NC=1C2=C(N=CN1)N(C=C2C(=O)NC2=CC=C(C=C2)COC)C2(CC2)C(F)F 4-amino-7-(1-(difluoromethyl)cyclopropyl)-N-(4-(methoxymethyl)phenyl)-7H-pyrrolo[2,3-d]pyrimidine-5-carboxamide